ClC=1C=CC(=C(CNC(C2=CC(=CC=C2)C(F)(F)F)=O)C1)S(=O)(=O)CC N-(5-Chloro-2-ethanesulfonyl-benzyl)-3-trifluoromethyl-benzamide